O=C1NC(CCC1N1C(C2=CC=C(C=C2C1=O)NCCCN1N=CC(=C1)C1=NC2=CC=CC=C2N=C1)=O)=O (2,6-Dioxopiperidin-3-yl)-5-((3-(4-(quinoxalin-2-yl)-1H-pyrazol-1-yl)propyl)amino)isoindoline-1,3-dione